CCC(CC)NC(=O)C1=CC(=CS1)C=1C=NN2C1N=CC(=C2)NCC2CN(CC2)C(=O)OCCCC butyl 3-{[(3-{5-[(pentan-3-yl)carbamoyl]thiophen-3-yl}pyrazolo[1,5-a]pyrimidin-6-yl)amino]methyl}pyrrolidine-1-carboxylate